FC(COC1=C2C(=NC=C1)C(=C(N2)C2=CC(=NC=C2)NC([C@H](CC(F)F)C2=CC=C(C=C2)F)=O)C2=NC=CC=C2)F (2R)-N-{4-[7-(2,2-difluoroethoxy)-3-(pyridin-2-yl)-1H-pyrrolo[3,2-b]pyridin-2-yl]pyridin-2-yl}-4,4-difluoro-2-(4-fluorophenyl)butanamide